2-(4-chlorobutyl)-4-(cyclohex-1-en-1-yl)-2,3-dihydropyridazin-3-one ClCCCCN1N=CC=C(C1=O)C1=CCCCC1